COCC12OCC(C1)(C2)C2=NC(=CC(=N2)NC2=CC(=NC=C2C2=NN(C=C2)C)NC(C)=O)C N-(4-((2-(1-(methoxymethyl)-2-oxabicyclo[2.1.1]hexan-4-yl)-6-methylpyrimidin-4-yl)amino)-5-(1-methyl-1H-pyrazol-3-yl)pyridin-2-yl)acetamide